C(C)C1(CCC=2C1=NC(=CC2)NC2=NC(=NC=C2C#N)NC2=CC(=C(C=C2)C2CCN(CC2)CCO)C)O 4-[(7-ethyl-7-hydroxy-5,6-dihydrocyclopenta[b]pyridin-2-yl)amino]-2-[4-[1-(2-hydroxyethyl)-4-piperidyl]-3-methyl-anilino]pyrimidine-5-carbonitrile